C(C)O[C@H]1C[C@H](N(CC1)CC1=C2C=CNC2=C(C=C1OC)C)C1=CC=C(C(=O)N[C@@H](CCC(N)=O)C(=O)O)C=C1 (4-((2S,4R)-4-ethoxy-1-((5-methoxy-7-methyl-1H-indol-4-yl)methyl)piperidin-2-yl)benzoyl)glutamine